FC1([C@@H](C1)C(=O)O)F (1S)-2,2-difluorocyclopropylformic acid